4-Bromo-3,5-dimethoxyamphetamine BrC1=C(C=C(CC(N)C)C=C1OC)OC